BrC=1N=CC(=NC1)COC1=C(C(=C(C=C1)C(C=C(C)C)=O)O)C 1-(4-((5-bromopyrazin-2-yl)methoxy)-2-hydroxy-3-methylphenyl)-3-methylbut-2-en-1-one